(R)-N-((R)-1-(benzofuran-5-yl)propan-2-yl)-2-methylpropan-2-sulfinamide O1C=CC2=C1C=CC(=C2)C[C@@H](C)N[S@](=O)C(C)(C)C